3-chloro-2-methyl-7-(4-((methyl(1-(4-(trifluoromethoxy)benzyl)piperidin-4-yl)amino)methyl)phenyl)benzo[4,5]thieno[2,3-b]pyridin-4(1H)-one 2,2,2-trifluoroacetate FC(C(=O)O)(F)F.ClC=1C(C2=C(NC1C)SC1=C2C=CC(=C1)C1=CC=C(C=C1)CN(C1CCN(CC1)CC1=CC=C(C=C1)OC(F)(F)F)C)=O